COC=1N=C2C(=CC=NC2=CC1OC)OC1=C(C=C(C=C1)NC(=O)C=1C(=NC(=C(C1O)C=1SC=CC1)C)C)F N-[4-[(6,7-Dimethoxy-1,5-naphthyridin-4-yl)oxy]-3-fluoro-phenyl]-4-hydroxy-2,6-dimethyl-5-(2-thienyl)pyridine-3-carboxamide